(3-[(2E)-BUT-2-EN-1-YLOXY]PHENYL)BORANEDIOL C(\C=C\C)OC=1C=C(C=CC1)B(O)O